trans-rac-4-Chloro-N-(2-chloro-5-(2,2-dichloro-3-(3,5-dichlorophenyl)cyclopropane-1-carboxamido)phenyl)benzamide ClC1=CC=C(C(=O)NC2=C(C=CC(=C2)NC(=O)[C@@H]2C([C@H]2C2=CC(=CC(=C2)Cl)Cl)(Cl)Cl)Cl)C=C1 |r|